6-[[3-(2,2-difluoroethoxy)-5-fluoro-2-pyridyl]oxy]-3-methyl-N-(2,2,4-trimethyl-1,1-dioxo-thian-4-yl)imidazo[1,2-a]pyridine-2-carboxamide FC(COC=1C(=NC=C(C1)F)OC=1C=CC=2N(C1)C(=C(N2)C(=O)NC2(CC(S(CC2)(=O)=O)(C)C)C)C)F